CC(C)(C)[S@@](=O)N=C1CCCC12CCNCC2 (R)-2-methyl-N-((R)-8-azaspiro[4.5]Decyl-1-yl)propane-2-sulfinamide